ClC1=NC=C(C=N1)CN1C=CC=C2C1=NC(N(C2=O)C=2C=C(C=CC2)C)=O 8-((2-chloropyrimidin-5-yl)methyl)-3-(m-tolyl)pyrido[2,3-d]pyrimidine-2,4(3H,8H)-dione